O.NCC(=O)OC(C)=O acetyl glycinate hydrate